5-(4-Fluorobenzyl)-4H-1,2,4-triazole-3-carboxylic acid ethyl ester C(C)OC(=O)C1=NN=C(N1)CC1=CC=C(C=C1)F